NC1=NC=CC=C1C1=NC=2C(=NC(=CC2)C=2C=C(C=CC2)N2CCC(CC2)CC(=O)NC)N1C1=CC=C(C=C1)CO[Si](C)(C)C(C)(C)C (1-(3-(2-(2-aminopyridin-3-yl)-3-(4-(((tert-butyldimethylsilyl)oxy)methyl)phenyl)-3H-imidazo[4,5-b]pyridin-5-yl)phenyl)piperidin-4-yl)-N-methylacetamide